5-{2-[(1Z)-2-methyl-1-({4-[3-(trifluoromethyl)phenoxy]phenyl}methylene)-1H-inden-3-yl]ethyl}-1H-1,2,3,4-tetrazole CC=1/C(/C2=CC=CC=C2C1CCC1=NN=NN1)=C/C1=CC=C(C=C1)OC1=CC(=CC=C1)C(F)(F)F